methyl (cis)-4-amino-2,2-dimethylcyclohexane-1-carboxylate N[C@H]1CC([C@H](CC1)C(=O)OC)(C)C